1-cyclopropyl-1-(pyridin-4-ylmethyl)-3-(4-(trifluoromethoxy)phenyl)urea C1(CC1)N(C(=O)NC1=CC=C(C=C1)OC(F)(F)F)CC1=CC=NC=C1